diethyl (1-ethylpropylidene)malonate C(C)C(CC)=C(C(=O)OCC)C(=O)OCC